ClC=1C=C(C=C(C1)Cl)C=1OC2=C(N1)C=CC(=C2)C(=O)OC2CNCC2 pyrrolidin-3-yl 2-(3,5-dichlorophenyl)-1,3-benzoxazole-6-carboxylate